ClC=1C=C(C=CC1F)C(C=1NC(=C(N1)S(=O)(=O)C)C)OC1CCC2(CC2)CC1 2-[(3-chloro-4-fluorophenyl)-spiro[2.5]octan-6-yloxymethyl]-5-methyl-4-methylsulfonyl-1H-imidazole